(+)-(1S,2S)-1-(4-hydroxy-phenyl)-2-(4-hydroxy-4-phenylpiperidino)-1-propanol OC1=CC=C(C=C1)[C@@H]([C@H](C)N1CCC(CC1)(C1=CC=CC=C1)O)O